azetidin-1-yl(4-(4-(8-chloro-7-((2-methyl-1H-benzo[d]imidazol-6-yl)oxy)quinoxalin-2-yl)-1H-pyrazol-1-yl)piperidin-1-yl)methanone N1(CCC1)C(=O)N1CCC(CC1)N1N=CC(=C1)C1=NC2=C(C(=CC=C2N=C1)OC=1C=CC2=C(NC(=N2)C)C1)Cl